O(C=1C=C(C=CC1)C1=NC2=C(N1C1=C(C=C(C=C1C(C)C)C1=CC(=CC(=C1)C(C)(C)C)C(C)(C)C)C(C)C)C=CC=C2)C=2C=C(C=CC2)C2=NC1=C(N2C2=C(C=C(C=C2C(C)C)C2=CC(=CC(=C2)C(C)(C)C)C(C)(C)C)C(C)C)C=CC=C1 2,2'-(Oxybis(3,1-phenylene))bis(1-(3',5'-di-tert-butyl-3,5-diisopropyl-[1,1'-biphenyl]-4-yl)-1H-benzo[d]imidazole)